2-((2-((1r,5s)-8-azabicyclo[3.2.1]oct-8-yl)ethyl)thio)-3,4-dihydroquinazoline [C@@H]12CCC[C@@H](CC1)N2CCSC2=NC1=CC=CC=C1CN2